[8-(1-bromoethyl)-6-methyl-4-oxo-chromen-2-yl]-2-methyl-2,8-diazaspiro[4.5]Decan-1-one BrC(C)C=1C=C(C=C2C(C=C(OC12)C1N(C(C2(C1)CCNCC2)=O)C)=O)C